N-(5-((4-(7,8-difluoro-2-oxo-5,6-dihydro-4H-imidazo[4,5,1-ij]quinolin-1(2H)-yl)pyrimidin-2-yl)amino)-2-((2-(dimethylamino)ethyl)(methyl)amino)-4-methoxyphenyl)acrylamide FC1=C2CCCN3C2=C(C=C1F)N(C3=O)C3=NC(=NC=C3)NC=3C(=CC(=C(C3)NC(C=C)=O)N(C)CCN(C)C)OC